2-pyrindan C1=NC=CC=2CCCC12